[C@H]1([C@@H](O)[C@@H](O)[C@H](O)[C@H](O1)CO)OCCNC([C@H](CCC(=O)NCCO[C@@H]1[C@@H](O)[C@@H](O)[C@H](O)[C@H](O1)CO)NC(CCCNC(OCC1=CC=CC=C1)=O)=O)=O benzyl (s)-(4-{[1,5-bis({2-[(α-D-mannopyranosyl)oxy]ethyl} amino)-1,5-dioxopentan-2-yl]amino}-4-oxobutyl)carbamate